NC1=CC(=C(C=C1)C=1N=C(SC1)NC1=NC=C(C=C1)Cl)C N-[4-(4-amino-2-methylphenyl)-1,3-thiazol-2-yl]-5-chloropyridin-2-amine